8-[(tert-butoxycarbonyl)-amino]octanoic acid C(C)(C)(C)OC(=O)NCCCCCCCC(=O)O